COC=1C=C2CCN(CC2=CC1NC1=NC2=CC(=CC=C2C=N1)NC1(CC1)C(=O)N(C)C)C 1-({2-[(6-methoxy-2-methyl-1,2,3,4-tetrahydroisoquinolin-7-yl)amino]quinazolin-7-yl}-amino)-N,N-dimethylcyclopropane-1-carboxamide